(S)-N-(2-azido-1-(3-chlorophenyl)ethyl)-1-(2-((3,3-difluorocyclobutyl)amino)-5-methyl-pyrimidin-4-yl)-1H-imidazole-4-carboxamide N(=[N+]=[N-])C[C@H](C1=CC(=CC=C1)Cl)NC(=O)C=1N=CN(C1)C1=NC(=NC=C1C)NC1CC(C1)(F)F